C(OC1=C(C=CC=C1)C1=C2C=CC(NC2=CC=N1)=O)([2H])([2H])[2H] 5-{2-[(2H3)methyloxy]phenyl}-1,6-naphthyridin-2(1H)-one